N-(2-(2,6-dioxopiperidin-3-yl)-1-oxoisoindolin-5-yl)-1-(methoxymethyl)-6-methylisoindoline-2-carboxamide O=C1NC(CCC1N1C(C2=CC=C(C=C2C1)NC(=O)N1C(C2=CC(=CC=C2C1)C)COC)=O)=O